CC(=O)OC1=C(C(=C(C(=C1OC(=O)C)C2=CC=C(C=C2)O)OC(=O)CCC3=CC=CC=C3)OC(=O)C)C4=CC=C(C=C4)O The molecule is a para-terphenyl that consists of 1,4-diphenylbenzene substituted by acetyloxy groups at positions 3', 5' and 6', hydroxy groups at positions 4 and 4'' and a (3-phenylpropanoyl)oxy group at position 2'. It is isolated from the fruit body of the mushroom Paxillus curtisii and exhibits radical scavenging activity. It has a role as a metabolite and a radical scavenger. It is an acetate ester, a 3-phenylpropionate ester, a member of phenols and a para-terphenyl. It derives from a hydride of a 1,4-diphenylbenzene.